(2-chloro-3-methoxyphenyl)-3-phenyl-1H-pyrrole-2-carboxylic acid methyl ester COC(=O)C=1N(C=CC1C1=CC=CC=C1)C1=C(C(=CC=C1)OC)Cl